2-[2-(3-bromo-2-methyl-phenoxy)-7-azaspiro[3.5]nonan-7-yl]acetic acid BrC=1C(=C(OC2CC3(C2)CCN(CC3)CC(=O)O)C=CC1)C